2,5-dimethyl-di(t-butylperoxy)hexyne CC(C)(C#CC(C)(C)OOC(C)(C)C)OOC(C)(C)C